C(C)(C)OC(=O)CC1C2C=CC(C1)C2 5-(isopropoxycarbonylmethyl)-bicyclo[2.2.1]Hept-2-ene